tert-butyl (R)-2-(((3-(2,6-bis(benzyloxy)pyridin-3-yl)phenyl)amino)methyl)pyrrolidine-1-carboxylate C(C1=CC=CC=C1)OC1=NC(=CC=C1C=1C=C(C=CC1)NC[C@@H]1N(CCC1)C(=O)OC(C)(C)C)OCC1=CC=CC=C1